trifluoroacetic acid benzyl-(1R,2S)-2-aminocyclopentanecarboxylate C(C1=CC=CC=C1)OC(=O)[C@H]1[C@H](CCC1)N.FC(C(=O)O)(F)F